FC=1C=CC(=C(C(=O)N(C(C)C)C(C)C)C1)OC1=C(N=CN=N1)N1CC2(CN(C2)[C@@H](CCC)CCCN(C)CCOC)CC1 (S)-5-fluoro-N,N-diisopropyl-2-((5-(2-(6-((2-methoxyethyl)(methyl)amino)-methylhexan-3-yl)-2,6-diazaspiro[3.4]octan-6-yl)-1,2,4-triazin-6-yl)oxy)benzamide